3-(But-3-enyl)-5-methylquinazolin-4(3H)-one C(CC=C)N1C=NC2=CC=CC(=C2C1=O)C